BrCC(=O)C1=C(C=CC=C1)C(F)(F)F 2-bromo-1-(2-trifluoromethylphenyl)ethanone